(1S,4r)-4-((S)-2-((4-Cyclopropyl-1H-pyrazol-1-yl)methyl)-6-(methoxycarbonyl)-7-methyl-6,7,8,9-tetrahydro-3H-imidazo[4,5-f]chinolin-3-yl)cyclohexan C1(CC1)C=1C=NN(C1)CC=1N(C=2C(=C3CC[C@@H](N(C3=CC2)C(=O)OC)C)N1)C1CCCCC1